(S)-2-(7-((2-fluoroethoxy)carbonylamino)dibenzo[b,d]furan-3-sulfonamido)-3-methyl-butanoic acid FCCOC(=O)NC1=CC2=C(C3=C(O2)C=C(C=C3)S(=O)(=O)N[C@H](C(=O)O)C(C)C)C=C1